1,3-bis(2-isocyanatopropan-2-yl)benzol N(=C=O)C(C)(C)C1=CC(=CC=C1)C(C)(C)N=C=O